tert-butyl(1-{3-[2-amino-6-(methoxymethyl)nicotinamido]-4-methoxyphenyl}cyclopropyl)carbamate C(C)(C)(C)OC(NC1(CC1)C1=CC(=C(C=C1)OC)NC(C1=C(N=C(C=C1)COC)N)=O)=O